FC=1C(=C(C=CC1F)[C@H]1[C@@H](O[C@]([C@H]1C)(C(F)(F)F)C)C(=O)NC1=CC(=NC=C1F)C(=O)N)OC 4-[[(2R,3s,4s,5r)-3-(3,4-difluoro-2-methoxy-phenyl)-4,5-dimethyl-5-(trifluoromethyl)tetrahydrofuran-2-carbonyl]amino]-5-fluoro-pyridine-2-carboxamide